ClC1=C(C=CC(=C1)Cl)C=1N=C(OC1C)C (2,4-dichlorophenyl)-2,5-dimethyloxazole